CC/C=C\\CC(=O)SCCNC(=O)CCNC(=O)[C@@H](C(C)(C)COP(=O)([O-])OP(=O)([O-])OC[C@@H]1[C@H]([C@H]([C@@H](O1)N2C=NC3=C(N=CN=C32)N)O)OP(=O)([O-])[O-])O The molecule is a monounsaturated fatty acyl-CoA(4-) obtained by deprotonation of the phosphate and diphosphate OH groups of (Z)-hex-3-enoyl-CoA; major species at pH 7.3. It is a monounsaturated fatty acyl-CoA(4-) and a medium-chain fatty acyl-CoA(4-). It is a conjugate base of a (Z)-hex-3-enoyl-CoA.